methyl 4-(bromomethyl)-(1,1-biphenyl)-4-carboxylate BrCC1(CC=C(C=C1)C1=CC=CC=C1)C(=O)OC